CC1=NC2=CC=C(C=C2N=C1C)NC(CCC)=O N-(2,3-dimethylquinoxalin-6-yl)butanamide